methyl-5-bromo-6-chloro-3-(3-methoxy-3-oxopropanamido)picolinate COC(C1=NC(=C(C=C1NC(CC(=O)OC)=O)Br)Cl)=O